(1r,3s)-3-aminocyclohexane-1-carboxylic acid hydrochloride Cl.N[C@@H]1C[C@@H](CCC1)C(=O)O